C1(=CC=CC=C1)N1C=NC2=C1C=CC=C2 1-phenyl-1H-benzo[d]imidazol